(1R,4R)-4-((4-(1H-imidazol-1-yl)-6-((5-(5-phenyl-1,3,4-oxadiazol-2-yl)thiazole-2-yl)amino)pyrimidin-2-yl)amino)cyclohexan-1-ol N1(C=NC=C1)C1=NC(=NC(=C1)NC=1SC(=CN1)C=1OC(=NN1)C1=CC=CC=C1)NC1CCC(CC1)O